C1(CC1)C1=NN(C(=C1)C(F)F)C1=CC=C(C=C1)C1CN(C1)C(=O)N1CC2(C1)CC(C2)C2=NN=C(N2)C2CC2 [3-[4-[3-cyclopropyl-5-(difluoromethyl)pyrazol-1-yl]phenyl]azetidin-1-yl]-[6-(5-cyclopropyl-4H-1,2,4-triazol-3-yl)-2-azaspiro[3.3]heptan-2-yl]methanone